C(C)C1(COC1)C1=NOC(=C1)C[C@@H]1[C@@H]([C@H]([C@H]([C@H](O1)CO)O)N1N=NC(=C1)C1=CC(=C(C(=C1)F)F)F)OC (2R,3R,4S,5R,6R)-6-((3-(3-ethyloxetan-3-yl)isoxazol-5-yl)methyl)-2-(hydroxymethyl)-5-methoxy-4-(4-(3,4,5-trifluorophenyl)-1H-1,2,3-triazol-1-yl)tetrahydro-2H-pyran-3-ol